(3R)-6-{(11S,15R)-11-Amino-15-[1-benzyl-4-(2,5-difluorophenyl)-1H-pyrrol-2-yl]-14-glycoloyl-16,16-dimethyl-2,5,10-trioxo-3,6,9,14-tetraazaheptadec-1-yl}-5-oxothiomorpholin N[C@H](C(NCCNC(CNC(CC1SCCNC1=O)=O)=O)=O)CCN([C@H](C(C)(C)C)C=1N(C=C(C1)C1=C(C=CC(=C1)F)F)CC1=CC=CC=C1)C(CO)=O